CC(=CC=O)CCC=C(C)C trans-3,7-dimethylocta-2,6-dienal